C1(CC1)N1C(=NC=C1)C 1-CYCLOPROPYL-2-METHYL-1H-IMIDAZOL